(s)-2-(isoquinolin-5-yl)-5-(piperidin-3-yl)-2,4-dihydro-3H-1,2,4-triazol-3-one C1=NC=CC2=C(C=CC=C12)N1N=C(NC1=O)[C@@H]1CNCCC1